CN1N=CC(=C1)C1=CC=2C(=NC=C(C2)C(=O)NC=2C(=NC=C(C2)NC(CN2CC(CC2)C2=NC=CC=C2)=O)C)N1 2-(1-methyl-1H-pyrazol-4-yl)-N-(2-methyl-5-(2-(3-(pyridin-2-yl)pyrrolidin-1-yl)acetamido)pyridin-3-yl)-1H-pyrrolo[2,3-b]pyridine-5-carboxamide